3-methoxy-4-{[3-(4-{[(1R,4R)-4-[4-(trifluoromethyl)piperidin-1-yl]cyclohexyl]amino}-1-(2,2,2-trifluoroethyl)-1H-indol-2-yl)prop-2-yn-1-yl]amino}benzene-1-sulfonamide COC=1C=C(C=CC1NCC#CC=1N(C2=CC=CC(=C2C1)NC1CCC(CC1)N1CCC(CC1)C(F)(F)F)CC(F)(F)F)S(=O)(=O)N